C(CCCCCCC)C1=CC=CC=2CC3=CC=CC=C3C12 4-octylfluorene